4-(2-Amino-2-methylpropanoyl)-N-(1-(4-(2-(1-(aminomethyl)-6-azaspiro[2.5]octan-6-yl)propyl)phenyl)-2-oxo-1,2-dihydropyrimidin-4-yl)piperazine-1-carboxamide Hydrochloride Salt Cl.NC(C(=O)N1CCN(CC1)C(=O)NC1=NC(N(C=C1)C1=CC=C(C=C1)CC(C)N1CCC2(CC2CN)CC1)=O)(C)C